(E)-N-(2-benzoyl-3-phenylallyl)-4-nitrobenzenesulfonamide C(C1=CC=CC=C1)(=O)\C(\CNS(=O)(=O)C1=CC=C(C=C1)[N+](=O)[O-])=C\C1=CC=CC=C1